4-(5-chloro-2-oxo-2,3-dihydro-1H-1,3-benzodiazol-1-yl)-N-(3-chloro-4-iodophenyl)piperidine-1-carboxamide tert-butyl-6-(2-bromoethoxy)-1,2,3,4-tetrahydroquinoline-1-carboxylate C(C)(C)(C)OC(=O)N1CCCC2=CC(=CC=C12)OCCBr.ClC1=CC2=C(N(C(N2)=O)C2CCN(CC2)C(=O)NC2=CC(=C(C=C2)I)Cl)C=C1